ClC=1C=C(C=CC1C=1N(C2=NC=NC(=C2N1)OC1(CC1)C)CC1=C(C=CC(=C1)Cl)OC)O 3-Chloro-4-(9-(5-chloro-2-methoxybenzyl)-6-(1-methylcyclopropoxy)-9H-purin-8-yl)phenol